FC(OC1=CC=C(C=N1)C1COC2=C(O1)C(=CC(=C2)CN2C=NC=1C2=NC=C(C1)OC)OC)F 3-((2-(6-(difluoromethoxy)pyridin-3-yl)-8-methoxy-2,3-dihydrobenzo[b][1,4]dioxin-6-yl)methyl)-6-methoxy-3H-imidazo[4,5-b]pyridine